N[C@H](CO[C@H]1C(N(CC1)[C@H]1[C@@H](CN(CC1)C1=NC=C(C=N1)C1CC1)O)=O)CC (R)-3-((S)-2-aminobutoxy)-1-((3R,4R)-1-(5-cyclopropylpyrimidin-2-yl)-3-hydroxypiperidine-4-yl)pyrrolidin-2-one